S1C=CC2=C1SCCC2CNC(OC(C)(C)C)=O tert-Butyl ((5,6-dihydro-4H-thieno[2,3-b]thiopyran-4-yl)methyl)carbamate